FC=1C=2N(C=C(C1)C=1N=C3N(C(N1)=O)C=C(C=C3)N3CCNCC3)C=C(N2)C 2-(8-fluoro-2-methylimidazo[1,2-a]pyridin-6-yl)-7-(piperazin-1-yl)-4H-pyrido[1,2-a][1,3,5]triazin-4-one